6-fluoro-1-methyl-2,4-dioxo-1,2,3,4-tetrahydroquinoline-3-carboxylic acid ethyl ester C(C)OC(=O)C1C(N(C2=CC=C(C=C2C1=O)F)C)=O